(1-Methyl-1H-1,2,4-triazol-3-yl)methyl (1-((3-cyano-4-fluorophenyl) carbamoyl)-2-methyl-2,4,5,6-tetrahydrocyclopenta[c]pyrrol-4-yl)carbamate C(#N)C=1C=C(C=CC1F)NC(=O)C=1N(C=C2C1CCC2NC(OCC2=NN(C=N2)C)=O)C